acryl-histamine C(=O)(C=C)NCCC1=CNC=N1